C(C1=CC=CC=C1)OC(=O)N\C(\C(=O)OCC1=CC=CC=C1)=C/C1=CN(C2=CC=C(C=C12)OC)CC(=O)OC(C)(C)C (Z)-Benzyl 2-(((benzyloxy)carbonyl)amino)-3-(1-(2-(tert-butoxy)-2-oxoethyl)-5-methoxy-1H-indol-3-yl)acrylate